Methyl (S)-2-(4-(6-((6-cyano-2-(difluoromethoxy) pyridin-3-yl) methoxy) pyridin-2-yl)-2,5-difluorobenzyl)-1-(oxetan-2-ylmethyl)-1H-benzo[d]imidazole-6-carboxylate C(#N)C1=CC=C(C(=N1)OC(F)F)COC1=CC=CC(=N1)C1=CC(=C(CC2=NC3=C(N2C[C@H]2OCC2)C=C(C=C3)C(=O)OC)C=C1F)F